(S)-3-(3-(1,5-dimethyl-4-oxo-2-oxo-1,2-dihydropyridin-3-yl)ureido)-3-(2'-methylbiphenyl-3-yl)propanoic acid sodium salt [Na+].CN1C(C(C(C(=C1)C)=O)NC(N[C@@H](CC(=O)[O-])C=1C=C(C=CC1)C1=C(C=CC=C1)C)=O)=O